NC1=C(C=CC(=C1)OC(F)(F)F)C(=O)N1CCC(CC1)C1=C2C(=NC=C1)NC(=N2)[C@H]2OCCC2 [2-amino-4-(trifluoromethoxy)phenyl]-[4-[2-[(2S)-tetrahydrofuran-2-yl]-3H-imidazo[4,5-b]pyridin-7-yl]-1-piperidyl]methanone